C(C(C)(C)C)(=N)N pivalamidine